(S)-N-(2,4-dimethoxybenzyl)-4-(3-(ethyl(methyl)amino)-3-(3-(trifluoromethyl)phenethyl)piperidin-1-yl)-2,6-difluoro-N-(pyrimidin-4-yl)benzenesulfonamide COC1=C(CN(S(=O)(=O)C2=C(C=C(C=C2F)N2C[C@@](CCC2)(CCC2=CC(=CC=C2)C(F)(F)F)N(C)CC)F)C2=NC=NC=C2)C=CC(=C1)OC